COC=1C=C(C=C(C1C)OC)C(C)C1=C(C=C(O)C=C1)O 4-[1-(3,5-dimethoxy-4-methylphenyl)ethyl]resorcinol